dibutyl 1,4-cyclohexanedicarboxylate C1(CCC(CC1)C(=O)OCCCC)C(=O)OCCCC